FC(C=1C=C(C=CC1)C1=NN=C(O1)[C@@H]1CC12CCN(CC2)S(=O)(=O)N)(F)F (1R)-1-{5-[3-(Trifluoromethyl)phenyl]-1,3,4-oxadiazol-2-yl}-6-azaspiro[2.5]octan-6-sulfonamid